COC1=NN(C=C1C(=O)NC1=NC(=CC=C1)C=1N2C(=NN1)CC[C@H]2C(F)(F)F)C2=NC=CN=C2 (S)-3-methoxy-1-(pyrazin-2-yl)-N-(6-(5-(trifluoromethyl)-6,7-dihydro-5H-pyrrolo[2,1-c][1,2,4]triazol-3-yl)pyridin-2-yl)-1H-pyrazole-4-carboxamide